1,2,3,4-tetrahydroisoquinolin-8-yl (3S)-4-(N,3-dicyclohexyl-D-alanyl)-3-[(thiophen-2-ylmethyl)carbamoyl]piperazine-1-carboxylate C1(CCCCC1)N[C@H](CC1CCCCC1)C(=O)N1[C@@H](CN(CC1)C(=O)OC=1C=CC=C2CCNCC12)C(NCC=1SC=CC1)=O